2,6,7-trimethyl-3-hydroxy-1,4-naphthoquinone CC=1C(C2=CC(=C(C=C2C(C1O)=O)C)C)=O